(E)-2-methoxy-5-(2-nitrovinyl)phenol COC1=C(C=C(C=C1)\C=C\[N+](=O)[O-])O